6-(diethoxymethyl)-3,3-dimethyl-2,3-dihydro-1H-indene C(C)OC(C1=CC=C2C(CCC2=C1)(C)C)OCC